FC1(CC(C1)F)C(=O)NC=1C=CC(=NC1)C=1N=NN(C1NC(O[C@H](C)C=1C(=NC=CC1)Cl)=O)C (R)-1-(2-chloropyridin-3-yl)ethyl (4-(5-(1,3-difluorocyclobutane-1-carboxamido)pyridin-2-yl)-1-methyl-1H-1,2,3-triazol-5-yl)carbamate